NC(C)[C@@H]1N=C2C=CC=C(C2=CN1C1=CC=CC=C1)C#CC=1C=NN(C1)C1CC1 (S)-2-(1-aminoethyl)-5-((1-cyclopropyl-1H-pyrazol-4-yl)ethynyl)-3-phenyl-quinazoline